ClC1=C(C(=CC(=C1)F)Cl)NC=1N(C2=NC(=NC=C2N1)N[C@@H]1COCC1)C1CCC(CC1)C(=O)N (1R,4s)-4-(8-(2,6-dichloro-4-fluorophenylamino)-2-((S)-tetrahydrofuran-3-ylamino)-9H-purin-9-yl)cyclohexanecarboxamide